Rac-cis-(3R,5R)-1-(7-(1-(1-methylpiperidin-4-yl)-1H-pyrazol-4-yl)quinazolin-4-yl)-5-phenylpyrrolidin-3-ol CN1CCC(CC1)N1N=CC(=C1)C1=CC=C2C(=NC=NC2=C1)N1C[C@@H](C[C@@H]1C1=CC=CC=C1)O |r|